S1C(=NC2=C1C=CC=C2)NC(=O)C=2C=CC=C1CCN(CC21)C2=CC=C(C(=N2)C(=O)NS(=O)(=O)CCCCCC(=O)OCC)C=2C=NN(C2C)CC2CCCC2 1-Ethyl 6-(N-(6-(8-(benzo[d]thiazol-2-ylcarbamoyl)-3,4-dihydroisoquinolin-2(1H)-yl)-3-(1-(cyclopentylmethyl)-5-methyl-1H-pyrazol-4-yl)picolinoyl)sulfamoyl)hexanoate